1,2-dimethyl-pyridine iodide [I-].CN1C(C=CC=C1)C